CC=1C=C(C(=O)N/N=C/C2=CC3=CC=CC=C3C=C2)C=CC1 (E)-3-methyl-N'-(naphthalen-2-ylmethylene)benzohydrazide